(rac)-3-Methyl-3'-(phenylethynyl)-7',8'-dihydro-6'H-spiro[oxazolidine-5,5'-quinolin]-2-one CN1C(O[C@]2(C=3C=C(C=NC3CCC2)C#CC2=CC=CC=C2)C1)=O |r|